7-(8-methoxy-2-methyl-imidazo[1,2-b]pyridazin-6-yl)-2-[(3R,4S)-3-fluoro-4-piperidyl]thiazolo[3,2-a]pyrimidin-5-one COC=1C=2N(N=C(C1)C=1N=C3N(C(C1)=O)C=C(S3)[C@@H]3[C@H](CNCC3)F)C=C(N2)C